7-bromo-6-chloro-5-fluoro-4-hydroxy-1-(2-isopropylphenyl)quinazolin-2(1H)-one BrC1=C(C(=C2C(=NC(N(C2=C1)C1=C(C=CC=C1)C(C)C)=O)O)F)Cl